O1C(=CC=C1C(=O)[O-])C(=O)OCCO monohydroxyethyl 2,5-furandicarboxylate